C(C)(C)(C)OC(=O)N1CCC2(CC1)COC=1C2=NC2=C(C1)NC(=C2C(C)C)C=2C(=C(C=1N(C2)N=CN1)C)C 6-(7,8-Dimethyl-[1,2,4]triazolo[1,5-a]pyridin-6-yl)-5-isopropyl-2H,7H-spiro[furo[3,2-b]pyrrolo[2,3-e]pyridine-3,4'-piperidin]-1'-carboxylic acid tert-butyl ester